pyrrolo[1,2-f][1,2,4]triazin-4-amine C1=CN2C(=C1)C(=NC=N2)N